CC(C(N)N)(C)C 2,2-Dimethylpropan-diamin